4-fluoro-3-methyl-N-(6-oxo-5,6,7,8,9,10-hexahydrophenanthridin-2-yl)benzenesulfonamide 4-(4-amino-1H-pyrazol-1-yl)cyclohexane-1-carboxylate NC=1C=NN(C1)C1CCC(CC1)C(=O)O.FC1=C(C=C(C=C1)S(=O)(=O)NC1=CC=2C=3CCCCC3C(NC2C=C1)=O)C